tert-butyl (5-chloro-3-cyclopropylpyrazolo[1,5-a]pyrimidin-7-yl)(3-fluoro-4-(pyridin-2-yl)benzyl)carbamate ClC1=NC=2N(C(=C1)N(C(OC(C)(C)C)=O)CC1=CC(=C(C=C1)C1=NC=CC=C1)F)N=CC2C2CC2